C(C)C1=C2C(=CC(=CC2=CC=C1F)O)C1=C(C=2N=C(N=C(C2C=N1)N1CC(CCCC1)S(=O)(=O)C)OC[C@]12CCCN2C[C@@H](C1)F)F 5-ethyl-6-fluoro-4-(8-fluoro-2-(((2r,7as)-2-fluoro-hexahydro-1H-pyrrolizin-7a-yl)methoxy)-4-(3-(methylsulfonyl)azepan-1-yl)pyrido[4,3-d]pyrimidin-7-yl)naphthalen-2-ol